C(C)(C)(C)C=1C=C(C2=C(C(=CO2)C2=CC(=C(C=C2)C)C)C1)C(C)(C)C 5,7-di-tertiary butyl-3-(3,4-dimethyl-phenyl)benzofuran